Rel-(6S,7R)-7-({[(1s,4s)-4-(2-ethenylphenyl)cyclohexyl]oxy}methyl)-4-oxa-1,8-diazaspiro[5.5]undecan-2-one hydrochloride Cl.C(=C)C1=C(C=CC=C1)C1CCC(CC1)OC[C@H]1[C@]2(COCC(N2)=O)CCCN1 |o1:17,18|